BrC1=CC(=CC2=C1N(C=N2)C2=CSC2)C(=O)NC2=CC=C(C=C2)OC(F)(F)Cl 7-bromo-N-(4-(chlorodifluoromethoxy)phenyl)-1-(thietin-3-yl)-1H-benzo[d]imidazole-5-carboxamide